N-(4-(2-methyl-4-phenylbut-3-en-2-yl)thiazol-2-yl)-1-(pyridin-4-ylmethyl)-1H-pyrrole-2-carboxamide CC(C)(C=CC1=CC=CC=C1)C=1N=C(SC1)NC(=O)C=1N(C=CC1)CC1=CC=NC=C1